7-(cyclopropylmethoxy)-N-[4-(4-methylpiperazin-1-yl)phenyl]-5-[2-(triisopropylsilyl)ethynyl]pyrido[2,3-d]pyrimidin-2-amine C1(CC1)COC=1C=C(C2=C(N=C(N=C2)NC2=CC=C(C=C2)N2CCN(CC2)C)N1)C#C[Si](C(C)C)(C(C)C)C(C)C